C(CCCCCCCCCCCCCCC=CCCCCCC)(=O)O 16-Tricosenoic acid